Tert-butyl ((2R,3S)-3-(aminomethyl)hex-5-en-2-yl)carbamate NC[C@@H]([C@@H](C)NC(OC(C)(C)C)=O)CC=C